CS(=O)(=O)OC[C@]1(C(C1)(F)F)C (S)-(2,2-difluoro-1-methylcyclopropyl)methyl methanesulfonate